2-(2-tert-butoxy-2-oxo-ethyl)indane-2-carboxylic acid C(C)(C)(C)OC(CC1(CC2=CC=CC=C2C1)C(=O)O)=O